O1C(CCCC1)N1N=C2C=C(C=CC2=C1)CC(=O)NC1=CC(=NC=C1)C(=O)O 4-[[2-(2-tetrahydropyran-2-ylindazol-6-yl)acetyl]amino]pyridine-2-carboxylic acid